C(C)(C)(C)OC(N[C@@H](CC1=CC=C(C=C1)[N+](=O)[O-])C(N)=O)=O [1-(S)-carbamoyl-2-(4-nitrophenyl)ethyl]-carbamic acid tert-butyl ester